1-(1-Acetylpiperidin-4-yl)-3-(4-(5-(difluoromethyl)-1,3,4-oxadiazol-2-yl)-2-fluorobenzyl)-1,3-dihydro-2H-benzo[d]imidazol-2-one C(C)(=O)N1CCC(CC1)N1C(N(C2=C1C=CC=C2)CC2=C(C=C(C=C2)C=2OC(=NN2)C(F)F)F)=O